C1=CC=CC=2C3=CC=CC=C3C(C12)COC(=O)NC1=C(C(=O)OC)C=CC(=C1)[N+](=O)[O-] methyl 2-((((9H-fluorene-9-yl) methoxy) carbonyl) amino)-4-nitrobenzoate